(1s,3s)-N,3-dimethyl-3-((6-(1-methyl-1H-pyrazol-4-yl)pyrazolo[1,5-a]pyrazin-4-yl)oxy)cyclobutan-1-amine CNC1CC(C1)(OC=1C=2N(C=C(N1)C=1C=NN(C1)C)N=CC2)C